ClC1=NC=C(C(=N1)NCC1=C(C(=CC=C1)Cl)Cl)C(=O)N 2-chloro-4-[(2,3-dichlorobenzyl)amino]pyrimidin-5-carboxamide